ClC(=O)O.N(N)C(=O)Cl hydrazinecarbonyl chloride (chloroformate)